pyrrolo[3,2-c]pyridazine-7-carbonitrile N1N=CC=C2C1=C(C=N2)C#N